C1(=CC=C(C=C1)[C@@H](C)O)C (R)-1-(p-tolyl)ethan-1-ol